C(CCC)C1N(S(C2=C(N(C1)C1=CC=CC=C1)C=C(C(=C2)O)F)(=O)=O)C 3-butyl-7-fluoro-8-hydroxy-2-methyl-5-phenyl-2,3,4,5-tetrahydrobenzo[f][1,2,5]thiadiazepine 1,1-dioxide